C(C)(C)(C)C1=NC(=NO1)C(=O)NCC1=C(C=C(C=C1)C1=NC=NN2C1=CC(=C2)C=2N=CN(C2)C)C 5-(tert-butyl)-N-(2-methyl-4-(6-(1-methyl-1H-imidazol-4-yl)pyrrolo[2,1-f][1,2,4]triazin-4-yl)benzyl)-1,2,4-oxadiazole-3-carboxamide